(S)-N-(2-chlorobenzyl)-5-oxo-pyrrolidine-2-carboxamide ClC1=C(CNC(=O)[C@H]2NC(CC2)=O)C=CC=C1